C(C#C)NCC(=O)OC methyl 2-(prop-2-ynylamino)acetate